ClC1=NC=C(C(=N1)NCC1CCC(CC1)C=1N(C=C(N1)C(F)(F)F)C)OC 2-chloro-5-methoxy-N-(((1R,4R)-4-(1-methyl-4-(trifluoromethyl)-1H-imidazol-2-yl)cyclohexyl)methyl)pyrimidin-4-amine